N1=C(N=CC=C1)NC(C)=O N-Pyrimidin-2-yl-Acetamide